CN1C[C@H](CC1)N (3S)-1-methylpyrrolidin-3-amine